5-cyclooctylidenenorbornene C1(CCCCCCC1)=C1C2C=CC(C1)C2